C(\C=C\C(=O)[O-])(=O)[O-].CN(CC(=O)O)C.[Zn+2] zinc N,N-dimethylglycinate fumarate